C1=CC2=C(C=C1O)OC(C(=O)N2O)O The molecule is a cyclic hydroxamic acid that consists of 1,4-benzoxazine bearing three hydroxy substituents at positions 2, 4 and 7 as well as an oxo group at position 3. It is a benzoxazine, a cyclic hydroxamic acid and a lactol.